methyl 3-(((S)-1-((2S,4R)-4-hydroxy-2-((4-(4-methylthiazol-5-yl)benzyl)carbamoyl)pyrrolidin-1-yl)-3,3-dimethyl-1-oxobutan-2-yl)carbamoyl)bicyclo[1.1.1]pentane-1-carboxylate O[C@@H]1C[C@H](N(C1)C([C@H](C(C)(C)C)NC(=O)C12CC(C1)(C2)C(=O)OC)=O)C(NCC2=CC=C(C=C2)C2=C(N=CS2)C)=O